(S)-8-(2-amino-6-((R)-1-(4'-(2-carboxyethyl)-4-(3-methyl-1H-pyrazol-1-yl)-[1,1'-biphenyl]-3-yl)-2,2,2-trifluoroethoxy)pyrimidin-4-yl)-2,8-diazaspiro[4.5]decane-3-carboxylic acid NC1=NC(=CC(=N1)N1CCC2(C[C@H](NC2)C(=O)O)CC1)O[C@@H](C(F)(F)F)C=1C=C(C=CC1N1N=C(C=C1)C)C1=CC=C(C=C1)CCC(=O)O